BrCC1=NN(C2=NC=CC=C21)C(=O)OC(C)(C)C tert-butyl 3-(bromomethyl)pyrazolo[3,4-b]pyridine-1-carboxylate